ClC=1C=C(OC23CCC(CC2)(C3)NC(C3=CC=C(C=C3)N3CCC(CC3)CO)=O)C=CC1C#N N-(4-(3-chloro-4-cyanophenoxy)bicyclo[2.2.1]heptan-1-yl)-4-(4-(hydroxymethyl)piperidin-1-yl)benzamide